BrC=1C=NC=C(C(=O)O)C1.BrC=1C=NC=C(C(=O)OCC)C1 ethyl 5-bromonicotinate (5-bromonicotinate)